(R,Z)-N-(4-((4-([1,2,4]triazolo[1,5-a]pyridin-7-yloxy)-2-cyclopropoxy-5-methylphenyl)amino)-7-methoxyquinazolin-6-yl)-2-fluoro-3-(1-methylpyrrolidin-2-yl)acrylamide N=1C=NN2C1C=C(C=C2)OC2=CC(=C(C=C2C)NC2=NC=NC1=CC(=C(C=C21)NC(/C(=C/[C@@H]2N(CCC2)C)/F)=O)OC)OC2CC2